ClC1=CC=C(C=C1)OC1=CC=C(C(=N1)C(F)(F)F)C(CN1N=CN=C1)(C)O 2-[6-(4-chlorophenyloxy)-2-(trifluoromethyl)pyridin-3-yl]-1-(1H-1,2,4-triazol-1-yl)propan-2-ol